C(#N)CON(C=1C=C(C(=O)N)C=CC1)C(=O)C=1C=NC(=CC1)F 3-((cyanomethyl-oxy)(6-fluoropyridine-3-carbonyl)amino)benzamide